(S)-4-((2-(tert-butoxy)ethyl)(4-(5,6,7,8-tetrahydro-1,8-naphthyridin-2-yl)butyl)amino)-2-(4-chloro-1-methyl-1H-pyrazole-5-carboxamido)butanoic acid C(C)(C)(C)OCCN(CC[C@@H](C(=O)O)NC(=O)C1=C(C=NN1C)Cl)CCCCC1=NC=2NCCCC2C=C1